C(#N)C1=CC=C(CNC(=O)C2=NN(C=3C(N(CCC32)CC3(CC3)S(NC3CC3)(=O)=O)=O)C)C=C1 N-(4-cyanobenzyl)-6-((1-(N-cyclopropylsulfamoyl)cyclopropyl)methyl)-1-methyl-7-oxo-4,5,6,7-tetrahydro-1H-pyrazolo[3,4-c]pyridine-3-carboxamide